COC1=NC=CC2=C(C=CC=C12)B1OC(C(O1)(C)C)(C)C 1-METHOXY-5-(4,4,5,5-TETRAMETHYL-1,3,2-DIOXABOROLAN-2-YL)ISOQUINOLINE